2,2'-di-(5,5,8,8-tetramethyl-5,6,7,8-tetrahydro-1H-cyclopenta[b]naphthalene-2-yl)biphenyl CC1(C=2C=C3C(=CC2C(CC1)(C)C)CC(=C3)C3=C(C=CC=C3)C3=C(C=CC=C3)C3=CC=1C(=CC=2C(CCC(C2C1)(C)C)(C)C)C3)C